(E)-4-(4-(4-(Dimethylamino)-N-methylbut-2-enamido)-5-methylisoindoline-2-carbonyl)-5,6-dimethyl-1,3-phenylene diacetate C(C)(=O)OC1=CC(=C(C(=C1C)C)C(=O)N1CC2=CC=C(C(=C2C1)N(C(\C=C\CN(C)C)=O)C)C)OC(C)=O